BrC=1C=C2C(=NC=NC2=CC1)N1CCC2(CCN(C2)C2=NC=CC=C2)CC1 8-(6-bromoquinazolin-4-yl)-2-(pyridin-2-yl)-2,8-diazaspiro[4.5]decane